COC1CCC(CC1)CN[C@H]1[C@@H](CCC1)OC=1C=C2CN(C(C2=CC1)=O)C1C(NC(CC1)=O)=O 3-(5-(((1R,2R)-2-((((1R,4R)-4-methoxycyclohexyl)methyl)amino)cyclopentyl)oxy)-1-oxoisoindolin-2-yl)piperidine-2,6-dione